(R)-5-chloro-N-(1-(2,4-difluorophenyl)ethyl)pyrazolo[1,5-a]pyrimidin-7-amine ClC1=NC=2N(C(=C1)N[C@H](C)C1=C(C=C(C=C1)F)F)N=CC2